CC=1C=C2C(=CC=NC2=CC1)N[C@H]1CN(CC1)CC(=O)N1[C@@H](CCC1)C#N (2S)-1-[2-[(3R)-3-[(6-methyl-4-quinolyl)amino]pyrrolidin-1-yl]acetyl]pyrrolidine-2-carbonitrile